C(C1=CC=CC=C1)O[C@@H]1[C@](O[C@@H]2OC(O[C@@H]21)(C)C)(COCC2=CC=CC=C2)COCCOCCOCCO[Si](C(C)C)(C(C)C)C(C)C 2-[2-[2-[[(3aR,5S,6S,6aR)-6-Benzyloxy-5-(benzyloxymethyl)-2,2-dimethyl-6,6a-dihydro-3aH-furo[2,3-d][1,3]dioxol-5-yl]methoxy]ethoxy]ethoxy]ethoxy-triisopropyl-silane